C1(CC1)C1=NC=NC(=C1C=1N=C(C2=C(N1)C=CO2)OCC2=CC=C(C=C2)C=2N(C=C(N2)C(F)(F)F)C)OC 2-(4-cyclopropyl-6-methoxypyrimidin-5-yl)-4-((4-(1-methyl-4-(trifluoromethyl)-1H-imidazol-2-yl)benzyl)oxy)furo[3,2-d]pyrimidine